2-butyloctyl 9-formylnonanoate C(=O)CCCCCCCCC(=O)OCC(CCCCCC)CCCC